ClC=1C=C(C=C(C1OC=1C=C2CCN(C(C2=CC1)=O)CC=1N=NC=CC1)Cl)N1N=C(C(NC1=O)=O)C(=O)O 2-(3,5-Dichloro-4-((2-(pyridazin-3-ylmethyl)-1-oxo-1,2,3,4-tetrahydroisoquinoline-6-yl)oxy)phenyl)-3,5-dioxo-2,3,4,5-Tetrahydro-1,2,4-triazine-6-carboxylic acid